N(=O)C(=O)N=O nitrosoketone